N-(4-(3-((4-ethynylphenyl)sulfonamido)phenyl)thiazol-2-yl)acetamid C(#C)C1=CC=C(C=C1)S(=O)(=O)NC=1C=C(C=CC1)C=1N=C(SC1)NC(C)=O